C(C1=CC=CC=C1)OC(NCCOC1=NC2=C(C=3C=C(C(=CC13)F)F)[C@@H](COC2)NC)=O (S)-(2-((8,9-difluoro-1-(methylamino)-1,4-dihydro-2H-pyrano[3,4-c]isoquinolin-6-yl)oxy)ethyl)carbamic acid benzyl ester